CC1=CC2=C(NC(=N2)CN)C=C1 1-(5-methyl-1H-benzimidazol-2-yl)methanamine